(E)-2-((hydroxyimino)methyl)-4-(4-methoxybutyl)-1-methylpyridin-1-ium iodide [I-].O\N=C\C1=[N+](C=CC(=C1)CCCCOC)C